ClC(C1=NC(=NO1)C1=CC=C(C=C1)C(C)N1N=C(N=C1)N(C)C)(F)F 1-[1-(4-{5-[chloro(difluoro)methyl]-1,2,4-oxadiazol-3-yl}phenyl)ethyl]-N,N-dimethyl-1H-1,2,4-triazol-3-amine